(1-Chloroethoxy)(ethylsulfonamido)methanone ClC(C)OC(=O)NS(=O)(=O)CC